2-hydroxycarbonyl-3-cyclohexyloxycarbonylbicyclo[2.2.1]Hept-5-ene OC(=O)C1C2C=CC(C1C(=O)OC1CCCCC1)C2